C=CC(=O)O The molecule is a alpha,beta-unsaturated monocarboxylic acid that is ethene substituted by a carboxy group. It has a role as a metabolite. It is a conjugate acid of an acrylate.